O=C1C[C@H](CC1)NC(OCC1=CC=CC=C1)=O Benzyl N-[(1S)-3-oxocyclopentyl]carbamate